8-(4-chlorophenyl)-9-(4-((1-(3-fluoropropyl)azetidin-3-ylidene)methyl)phenyl)-6,7-dihydro-5H-benzo[7]annulene-3-carboxylic acid ClC1=CC=C(C=C1)C=1CCCC2=C(C1C1=CC=C(C=C1)C=C1CN(C1)CCCF)C=CC(=C2)C(=O)O